1-((2S,5R)-5-(4-((4-fluoro-3-(1-methyl-1H-1,2,3-triazol-4-yl)phenyl)amino)-6-(pyrazin-2-yl)pyrimidin-2-yl)-2-methylpiperidin-1-yl)ethan-1-one FC1=C(C=C(C=C1)NC1=NC(=NC(=C1)C1=NC=CN=C1)[C@@H]1CC[C@@H](N(C1)C(C)=O)C)C=1N=NN(C1)C